C1(CC1)C1=C(C=CC=C1)[C@H]1N(CCC1)C1CC2(C1)CCN(CC2)C2=CC=C(C(=O)NS(=O)(=O)C1=CC(=C(C=C1)NCC1CCC(CC1)(C)O)[N+](=O)[O-])C=C2 4-(2-((S)-2-(2-cyclopropylphenyl)pyrrolidin-1-yl)-7-azaspiro[3.5]nonan-7-yl)-N-((4-((((1r,4r)-4-hydroxy-4-methylcyclohexyl)methyl)amino)-3-nitrophenyl)sulfonyl)benzamide